BrC1=CC(=NN1COCC[Si](C)(C)C)C(F)(F)F 5-bromo-3-(trifluoromethyl)-1-((2-(trimethylsilyl)ethoxy)methyl)-1H-pyrazole